FC(S(=O)(=O)OC=1C=C2CCN3C(C2=CC1)=CC(=NC3=O)NC[C@H]3OCCOC3)(F)F (R)-2-(((1,4-dioxane-2-yl) methyl) amino)-4-oxo-6,7-dihydro-4H-pyrimido[6,1-a]isoquinolin-9-yl trifluoromethanesulfonate